(3aR,5R,6aS)-2-((S)-2-(3,5-difluoro-4-hydroxyphenyl)-2-hydroxyethyl)-5-(2-fluorophenoxy)hexahydrocyclopenta[c]pyrrol-3a(1H)-ol FC=1C=C(C=C(C1O)F)[C@@H](CN1C[C@H]2[C@@](C1)(C[C@@H](C2)OC2=C(C=CC=C2)F)O)O